C(OC(C)(C)C)(=O)OOCC(CCCC)CC tert-butyl (2-ethylhexyl) peroxycarbonate